N[C@@](C(O)([2H])[2H])(C(=O)O)[2H] [2,3,3-2H]Serine